3-(4-(4-((S)-3-chloro-2-hydroxypropoxy)phenethyl)phenoxy)propane-1,2-diol ClC[C@H](COC1=CC=C(CCC2=CC=C(OCC(CO)O)C=C2)C=C1)O